C(C(C)(C)C)(=O)OCN1C=CC2=C1N=CN=C2C=2C=NN(C2)C(C)OCC {4-[1-(1-Ethoxyethyl)-1H-pyrazol-4-yl]-7H-pyrrolo[2,3-d]pyrimidin-7-yl}methyl pivalate